C(C)C(CC(=O)NC(C(=O)O)CCN(CCCCC1=NC=2NCCCC2C=C1)CCCOC1=CC=CC=C1)CC 2-(3-ethylpentanoylamino)-4-[3-phenoxypropyl-[4-(5,6,7,8-tetrahydro-1,8-naphthyridin-2-yl)butyl]amino]butanoic acid